ClC=1C(=C(CN2[C@@H](C[C@@](CC2)(C(=O)OC(C)(C)C)CC2=NC(=C(C=C2F)F)Cl)C)C=CC1)F tert-butyl (2R,4R)-1-(3-chloro-2-fluorobenzyl)-4-((6-chloro-3,5-difluoropyridin-2-yl) methyl)-2-methylpiperidine-4-carboxylate